C(C)OC=1C=C2C(=CC=NC2=CC1C(=O)N)OC[C@H]1NC([C@H]([C@H]1C)F)=O 6-ethoxy-4-{[(2S,3S,4S)-4-fluoro-3-methyl-5-oxopyrrolidin-2-yl]methoxy}quinoline-7-carboxamide